FC=1C=C2C(=C(NC2=CC1)C(CCCC)=O)I 1-(5-Fluoro-3-iodo-1H-indol-2-yl)pentan-1-one